NC=1N=NN(C1)CCC#N 3-(4-aminotriazol-1-yl)propanenitrile